2-[1-[5-(Azetidin-3-yl)-2-pyridyl]azetidin-3-yl]propan-2-ol N1CC(C1)C=1C=CC(=NC1)N1CC(C1)C(C)(C)O